(4-((2-benzyl-1-oxo-1,2,3,4-tetrahydroisoquinolin-6-yl)oxy)-3,5-dichlorophenyl)-3,5-dioxo-2,3,4,5-tetrahydro-1,2,4-triazine-6-carbonitrile C(C1=CC=CC=C1)N1C(C2=CC=C(C=C2CC1)OC1=C(C=C(C=C1Cl)N1N=C(C(NC1=O)=O)C#N)Cl)=O